(S)-1-(2-((2-(2-fluoro-6-methoxyphenyl)pyrimidin-4-yl)amino)-5-((1-(trifluoromethyl)-1H-pyrazol-4-yl)ethynyl)pyridin-4-yl)piperidin-3-ol FC1=C(C(=CC=C1)OC)C1=NC=CC(=N1)NC1=NC=C(C(=C1)N1C[C@H](CCC1)O)C#CC=1C=NN(C1)C(F)(F)F